N-(4-(2-((4-(Dimethylamino)-3-fluorocyclohexyl)amino)-8-isopropyl-7-oxo-7,8-dihydropteridin-6-yl)-2-fluorophenyl)-1-(4-fluorophenyl)methanesulfonamide CN(C1C(CC(CC1)NC1=NC=2N(C(C(=NC2C=N1)C1=CC(=C(C=C1)NS(=O)(=O)CC1=CC=C(C=C1)F)F)=O)C(C)C)F)C